1,4-bis(sec-butylamino)-benzene C(C)(CC)NC1=CC=C(C=C1)NC(C)CC